1-(6-bromo-5-fluoropyridin-2-yl)-5-(trifluoromethyl)-1H-pyrazole-4-carboxylic acid BrC1=C(C=CC(=N1)N1N=CC(=C1C(F)(F)F)C(=O)O)F